3-Hydroxyphenyl benzoate C(C1=CC=CC=C1)(=O)OC1=CC(=CC=C1)O